calcium γ-hydroxybutanoate salt OCCCC(=O)[O-].[Ca+2].OCCCC(=O)[O-]